C(CCCCCCCCCCCCC)(=O)[O-].[NH4+].C(C)O.C(C)O.C(C)O triethanol ammonium myristate